ClC1=C(C=CC=C1)S(=O)(=O)N (2-chlorophenyl)sulfonamide